C(#N)C=1C=CC(=NC1)C=1C(=NC=CN1)[C@H](C)NC(C1=CC(=CC(=C1)C(F)(F)F)C(F)(F)C1CC1)=O N-[(1S)-1-[3-(5-cyano-2-pyridyl)pyrazin-2-yl]ethyl]-3-[cyclopropyl(difluoro)methyl]-5-(trifluoromethyl)benzamide